ClC1=C(C(=C(C=C1OC)OC)Cl)C=1NC(C=2C=C(N=CC2C1)CNC(C=C)=O)=O N-((7-(2,6-dichloro-3,5-dimethoxyphenyl)-5-oxo-5,6-dihydro-2,6-naphthyridin-3-yl)methyl)acrylamide